BrC1=C(C(=C(C#N)C=C1)CC(F)F)F 4-bromo-2-(2,2-difluoroethyl)-3-fluorobenzonitrile